2-(4-pyridyl)-5-trifluoromethyl-pyrimidine N1=CC=C(C=C1)C1=NC=C(C=N1)C(F)(F)F